C1(CC1)CN(C1=CC(N(C=2C=CC(=NC12)C#N)C)=O)C=1C=C(C=CC1)C1=CC(=CC=C1)C 8-((cyclopropylmethyl)(3'-methyl-[1,1'-biphenyl]-3-yl)amino)-5-methyl-6-oxo-5,6-dihydro-1,5-naphthyridine-2-carbonitrile